3-(1-((2-(trimethylsilyl)ethoxy)methyl)-1H-benzo[d][1,2,3]triazol-5-yl)benzoic acid C[Si](CCOCN1N=NC2=C1C=CC(=C2)C=2C=C(C(=O)O)C=CC2)(C)C